NC1=C(C=C(N=N1)C1=C(C=CC=C1)O)N1CC(C1)OC1=CC(=CC=C1)CN1CCNCC1 2-[6-amino-5-[3-[3-(piperazin-1-ylmethyl)phenoxy]azetidin-1-yl]pyridazin-3-yl]phenol